(R)-N2-(5-((+)-1-amino-1-(3-cyanophenyl)-3-cyclopropylpropyl)-2-fluorophenyl)-N1-(4-chlorophenyl)pyrrolidine-1,2-dicarboxamide NC(CCC1CC1)(C1=CC(=CC=C1)C#N)C=1C=CC(=C(C1)NC(=O)[C@@H]1N(CCC1)C(=O)NC1=CC=C(C=C1)Cl)F